(R)-1-(5-(6-chloro-3-(1H-imidazol-1-yl)-5-methoxy-1-methyl-1H-pyrrolo[3,2-b]-pyridin-2-yl)-1H-1,2,4-triazol-3-yl)-N,N-dimethylethan-1-amine ClC=1C=C2C(=NC1OC)C(=C(N2C)C2=NC(=NN2)[C@@H](C)N(C)C)N2C=NC=C2